2-(tert-butoxycarbonylamino)-5-cyclopentylpent-2-enoate C(C)(C)(C)OC(=O)NC(C(=O)[O-])=CCCC1CCCC1